bis-[2-(2-propanesulfonyloxy)phenyl]urea CC(C)S(=O)(=O)OC1=C(C=CC=C1)NC(NC1=C(C=CC=C1)OS(=O)(=O)C(C)C)=O